(S)-N4-(3-chloro-4-fluorophenyl)-N6-(2,3,5,6-tetrafluoro-4-(methylsulfonyl)phenyl)-7-((tetrahydrofuran-3-yl)oxy)quinazoline-4,6-diamine ClC=1C=C(C=CC1F)NC1=NC=NC2=CC(=C(C=C12)NC1=C(C(=C(C(=C1F)F)S(=O)(=O)C)F)F)O[C@@H]1COCC1